N'-(oxydi-p-phenylene)bismaleimide O(C1=CC=C(C=C1)C=1C(=O)NC(C1)=O)C1=CC=C(C=C1)C=1C(=O)NC(C1)=O